4-((4-(4-(cyclopropylcarbonyl)-1H-pyrrole-2-carbonyl)piperazin-1-yl)methyl)benzonitrile C1(CC1)C(=O)C=1C=C(NC1)C(=O)N1CCN(CC1)CC1=CC=C(C#N)C=C1